2-[5-amino-8-(2,6-dimethyl-4-pyridinyl)-3-oxo-7-phenyl-[1,2,4]triazolo[4,3-c]pyrimidin-2-yl]-N,N-dimethyl-acetamide NC1=NC(=C(C=2N1C(N(N2)CC(=O)N(C)C)=O)C2=CC(=NC(=C2)C)C)C2=CC=CC=C2